(S)-N,N,4-trimethyl-2-(4-(4-methylpyrazolo[1,5-a]pyridin-2-yl)-1,4,6,7-tetrahydro-5H-imidazo[4,5-c]pyridin-5-yl)pyrimidine-5-carboxamide CN(C(=O)C=1C(=NC(=NC1)N1[C@@H](C2=C(CC1)NC=N2)C2=NN1C(C(=CC=C1)C)=C2)C)C